2-[1-[6-Methyl-4-oxo-2-[3-(4-pyridyl)azetidin-1-yl]chromen-8-yl]ethylamino]benzoic acid CC=1C=C2C(C=C(OC2=C(C1)C(C)NC1=C(C(=O)O)C=CC=C1)N1CC(C1)C1=CC=NC=C1)=O